COC1=CC=C(COC2=CC(=NC3=CC=C(C=C23)C2(CCOCC2)OC)C)C=C1 4-((4-methoxybenzyl)oxy)-6-(4-methoxytetrahydro-2H-pyran-4-yl)-2-methylquinoline